3-(3-(2-(1-methyl-1H-pyrazol-4-yl)-1H-pyrrolo[2,3-b]pyridin-4-yl)-3,8-diazabicyclo[3.2.1]oct-8-yl)cyclobutane-1-carbonitrile CN1N=CC(=C1)C1=CC=2C(=NC=CC2N2CC3CCC(C2)N3C3CC(C3)C#N)N1